tert-Butyl (1-(4-hydroxycyclohexyl)-2-methylpropan-2-yl)carbamate OC1CCC(CC1)CC(C)(C)NC(OC(C)(C)C)=O